1-Vinylpyrrole C(=C)N1C=CC=C1